FC=1C=NN(C1)C1=CC=C(C=N1)[C@H](C)N1C(C2(CNC2)CC1)=O (S)-6-(1-(6-(4-fluoro-1H-pyrazol-1-yl)pyridin-3-yl)ethyl)-2,6-diazaspiro[3.4]octan-5-one